N-(4-(N-(3-fluorobenzyl)-N-(4-fluorobenzyl)sulfamoyl)phenyl)-2-(pyridin-4-yl)cyclopropane-1-carboxamide FC=1C=C(CN(S(=O)(=O)C2=CC=C(C=C2)NC(=O)C2C(C2)C2=CC=NC=C2)CC2=CC=C(C=C2)F)C=CC1